S(=O)(=O)(O)O.FC1=C(C=C(C=C1)F)[C@H]1N(CCC1)C1=NC=2N(C=C1)N=CC2NC(=O)N2CC(CC2)O N-(5-((S)-2-(2,5-difluorophenyl)-pyrrolidin-1-yl)-pyrazolo[1,5-a]pyrimidin-3-yl)-3-hydroxypyrrolidine-1-carboxamide hydrogen sulfate